4,5-dihydrothiazole-4-carboxylate S1C=NC(C1)C(=O)[O-]